ClC1=C(C=C(C=C1)F)C1N(C(C2=CC(=CC(=C12)NC(C1=CC(=CC(=C1)F)C(F)(F)F)=O)[SH2]OC1CCCC1)=O)CC1=CC=C(C=C1)OC N-[3-(2-chloro-5-fluorophenyl)-6-[cyclopentyl-(oxy)-λ4-thio]-2-[(4-methoxyphenyl)methyl]-1-oxo-2,3-dihydro-1H-isoindol-4-yl]-5-fluoro-3-(trifluoromethyl)benzamide